(rac)-((1s,3s)-3-hydroxy-3-methylcyclobutyl)(6-(3-methoxy-4-methylphenyl)-2-azaspiro[3.4]oct-2-yl)methanone OC1(CC(C1)C(=O)N1CC2(C1)C[C@@H](CC2)C2=CC(=C(C=C2)C)OC)C |r|